NC1=NC(=NC(=C1C(=O)O)C)C1=CC=C(C=C1)C1(CC1)C 4-amino-6-methyl-2-(4-(1-methylcyclopropyl)phenyl)pyrimidine-5-carboxylic acid